N-(3-(N,N-bis(2,4-dimethoxybenzyl)sulfamoyl)phenyl)-2-((6-fluoro-2-methylpyridin-3-yl)oxy)-4-methyl-5-(trifluoromethyl)nicotinamide COC1=C(CN(S(=O)(=O)C=2C=C(C=CC2)NC(C2=C(N=CC(=C2C)C(F)(F)F)OC=2C(=NC(=CC2)F)C)=O)CC2=C(C=C(C=C2)OC)OC)C=CC(=C1)OC